2,3-dichloro-maleic acid di-n-butyl ester C(CCC)OC(\C(=C(/C(=O)OCCCC)\Cl)\Cl)=O